N-((3S,6R)-6-(4-fluorobenzyl)-2-methyl-4,7-dioxo-7-(((S)-1-((S)-2-oxopyrrolidin-3-yl)but-3-yn-2-yl)amino)heptan-3-yl)-5-methylisoxazole-3-carboxamide FC1=CC=C(C[C@H](CC([C@H](C(C)C)NC(=O)C2=NOC(=C2)C)=O)C(N[C@@H](C[C@H]2C(NCC2)=O)C#C)=O)C=C1